FC1=CC=C(C=C1)C(CC1=CC=CC=C1)=O 4'-fluoro-2-phenyl-acetophenone